tert-Butyl 6-((6-methoxy-5-(trifluoromethyl)pyridin-2-yl)methyl)-2-azaspiro[3.3]heptane-2-carboxylate COC1=C(C=CC(=N1)CC1CC2(CN(C2)C(=O)OC(C)(C)C)C1)C(F)(F)F